3-[({4-[7-(aminocarbonyl)-2H-indazol-2-yl]benzyl}ammonio)methyl]-1-benzylpyrrolidinium NC(=O)C1=CC=CC2=CN(N=C12)C1=CC=C(C[NH2+]CC2C[NH+](CC2)CC2=CC=CC=C2)C=C1